BrC=1N=C(N(C1C)C1CC1)C(=O)OCC Ethyl 4-bromo-1-cyclopropyl-5-methyl-1H-imidazole-2-carboxylate